FC=1C=C(C(=NC1)C1=NN=CO1)N1CCOCC1 5-(5-fluoro-3-morpholinopyridin-2-yl)-1,3,4-oxadiazol